The molecule is a member of the class of cortistatins that is cortistatin A in which the hydrogen at the 16beta position has been replaced by a hydroxy group. It is a member of cortistatins, a diol and a secondary alcohol. It derives from a cortistatin A. C[C@]12CC=C3C=C4[C@H]([C@@H]([C@H](C[C@]45CC[C@@]3([C@@H]1C[C@@H]([C@@H]2C6=CC7=C(C=C6)C=CN=C7)O)O5)N(C)C)O)O